NC([C@H](CCC(=O)OC(C)(C)C)N1C(C2=CC=CC(=C2C1)OCC1=CC=C(C=C1)[C@@H](C)N1CCN(CC1)C1=C(C=C(C=C1)C#N)F)=O)=O Tert-butyl (S)-5-amino-4-(4-((4-((R)-1-(4-(4-cyano-2-fluorophenyl)piperazin-1-yl)ethyl)benzyl)oxy)-1-oxoisoindolin-2-yl)-5-oxopentanoate